(1S,4S)-4-(2-(tert-pentylamino)-8-((3-(trifluoromethyl)phenyl)amino)-9H-purin-9-yl)cyclohexane-1-carboxamide C(C)(C)(CC)NC1=NC=C2N=C(N(C2=N1)C1CCC(CC1)C(=O)N)NC1=CC(=CC=C1)C(F)(F)F